(1-benzoylamino-2,2,2-trichloroethyl)-phosphonic acid C(C1=CC=CC=C1)(=O)NC(C(Cl)(Cl)Cl)P(O)(O)=O